2-(2,6-diisopropylphenyl)-5-(piperidin-1-yl)imidazo[1,5-a]pyridin-2-ium chloride [Cl-].C(C)(C)C1=C(C(=CC=C1)C(C)C)[N+]1=CN2C(C=CC=C2N2CCCCC2)=C1